ONCC1=CC=CC=C1 hydroxy-benzyl-amine